methyl 4-((2R)-4-(2,2-difluoroethyl)piperazin-2-yl)benzoate FC(CN1C[C@H](NCC1)C1=CC=C(C(=O)OC)C=C1)F